CC=1C(NC(N(C1)CC(=O)N)=O)=O 5-methyl-2,4-dioxo-3,4-dihydropyrimidine-1(2H)-acetamide